[Si](C1=CC=CC=C1)(C1=CC=CC=C1)(C(C)(C)C)OC[C@@H](O)C1(CC1)O (R)-1-(2-((TERT-BUTYLDIPHENYLSILYL)OXY)-1-HYDROXYETHYL)CYCLOPROPANOL